1-(3,4-difluorophenyl)-N-{4-[(5-{3-[(dimethylamino)methyl]-phenyl}-6-(1-methyl-1H-pyrazol-4-yl)furo[2,3-d]pyrimidin-4-yl)oxy]phenyl}-2-oxo-1,2-di-hydropyridine-3-carboxamide FC=1C=C(C=CC1F)N1C(C(=CC=C1)C(=O)NC1=CC=C(C=C1)OC=1C2=C(N=CN1)OC(=C2C2=CC(=CC=C2)CN(C)C)C=2C=NN(C2)C)=O